FC1=NNC=C1C=1C=CC(=C(C1)O)C1=CC2=C(N=N1)N(N=N2)[C@@H]2[C@@H](C(NC(C2)(C)C)(C)C)F 5-(3-fluoro-1H-pyrazol-4-yl)-2-{3-[(3S,4S)-3-fluoro-2,2,6,6-tetramethylpiperidin-4-yl]-3H-[1,2,3]triazolo[4,5-c]pyridazin-6-yl}phenol